ClC1C(N(C1C1=C(C=CC=C1)OC)C1C2(CC3CC(CC1C3)C2)C(=O)N)=O (3-chloro-4-(2-methoxyphenyl)-2-azetidinon-1-yl)adamantanecarboxamide